6-Desoxy-beta-D-ido-Heptose O[C@H]1[C@@H](O)[C@H](O)[C@@H](O)[C@H](O1)CCO